ClC1=NC=C(C(=N1)C=1C=C(C=CC1)N1C(COCC1)=O)F 4-(3-(2-chloro-5-fluoropyrimidin-4-yl)phenyl)morpholin-3-one